FC(C1=NN=C(O1)C1=CC=C(CN(S(=O)(=O)CCN2C[C@H](CC2)O)C2=CC=CC=C2)C=C1)F (S)-N-(4-(5-(difluoromethyl)-1,3,4-oxadiazol-2-yl)benzyl)-2-(3-hydroxypyrrolidin-1-yl)-N-phenylethane-1-sulfonamide